N1(CCC1)C[C@H]([C@H](O)C1=CC2=C(OCCO2)C(=C1)F)NC(=O)[C@H]1CN(CC1)C1=CC2=CC=C(C=C2C=C1)Cl (R)-N-((1R,2R)-3-(azetidin-1-yl)-1-(8-fluoro-2,3-dihydrobenzo[b][1,4]dioxin-6-yl)-1-hydroxypropan-2-yl)-1-(6-chloronaphthalen-2-yl)pyrrolidine-3-carboxamide